C1(CC1)C1=CC(=NN1)NC1=NC(=NC=C1)N1CC2(CN(C2)C)CC1 N-(5-cyclopropyl-1H-pyrazol-3-yl)-2-(2-methyl-2,6-diazaspiro[3.4]octan-6-yl)pyrimidin-4-amine